4-(2-chloro-7-methyl-8-oxo-7,8-dihydro-9H-purin-9-yl)adamantane-1-carboxylic acid tert-butyl ester C(C)(C)(C)OC(=O)C12CC3C(C(CC(C1)C3)C2)N2C3=NC(=NC=C3N(C2=O)C)Cl